1,2-distearyloxy-N,N-dimethyl-3-aminopropane C(CCCCCCCCCCCCCCCCC)OCC(CN(C)C)OCCCCCCCCCCCCCCCCCC